6-(5-methyl-2H-tetrazol-2-yl)pyridine-3-carbaldehyde CC=1N=NN(N1)C1=CC=C(C=N1)C=O